BrC=1C=C(C=CC1)NC(=O)NC1=C(C=CC(=C1)OC)C(=O)NN 1-(3-bromophenyl)-3-(2-hydrazinocarbonyl-5-methoxyphenyl)-urea